Cl.Cl.ClC=1C(=CC2=C(N(C=N2)CCC[C@H]2NCCC[C@@H]2O)C1)F (2R,3S)-2-(3-(6-chloro-5-fluoro-1H-benzo[d]imidazol-1-yl)propyl)piperidin-3-ol dihydrochloride